3-(3-fluoro-5-(5-((1r,2s)-2-fluorocyclopropyl)-1,2,4-oxadiazol-3-yl)-2-methylphenyl)imidazo[1,2-a]pyridine-3,6-dicarboxamide FC=1C(=C(C=C(C1)C1=NOC(=N1)[C@@H]1[C@H](C1)F)C1(CN=C2N1C=C(C=C2)C(=O)N)C(=O)N)C